COC1=NC2=C(N1)C=C(C=C2)N2CCOCC2 4-(2-methoxy-1H-benzo[d]imidazol-6-yl)morpholine